ClC=1C=2C(=C3C(=NC2C=C2C1OCO2)C2=CC1=C(C(N2C3)=O)COC([C@]1(O)CC)=O)CNC(C(O)C1CC1)=O N-(((S)-15-chloro-7-ethyl-7-hydroxy-8,11-dioxo-7,8,11,13-tetrahydro-10H-[1,3]dioxolo[4,5-g]pyrano[3',4':6,7]indolizino[1,2-b]quinolin-14-yl)methyl)-2-cyclopropyl-2-hydroxyacetamide